C(C1=CC=CC=C1)N1CC2CCC(C1)C2N 3-benzyl-3-azabicyclo[3.2.1]octane-8-amine